N1(CCC[C@H]2CCCC[C@H]12)C([C@@H](CO)N(CC1=C(C=C(C=C1)OC)OC)C1CC1)=O (2R)-1-[(4aR,8aS)-3,4,4a,5,6,7,8,8a-Octahydro-2H-quinolin-1-yl]-2-[cyclopropyl-[(2,4-dimethoxyphenyl)methyl]amino]-3-hydroxy-propan-1-one